[N+](=O)([O-])C1=CC=C(C=C1)S(=O)(=O)ON1NC=C2C1=CC=CC=C1C(C=CC=3C=CC=CC13)=C2 pyrazolocyclononanaphthalen-9-yl 4-nitrobenzenesulfonate